1-(3-Mercapto-2-Methyl-Propionyl)-Pyrrolidine SCC(C(=O)N1CCCC1)C